CN(C/C=C/C(=O)NC1=CC(=C(C=C1)NC1=NC=CC(=C1)C(F)(F)F)C1=NN(C=C1)C)C (E)-4-(dimethylamino)-N-(3-(1-methyl-1H-pyrazol-3-yl)-4-((4-(trifluoromethyl)pyridin-2-yl)amino)phenyl)-2-butenamide